C(C)OC(/C(=C/C1=CN=C(S1)C1CC1)/N=[N+]=[N-])=O (Z)-2-azido-3-(2-cyclopropylthiazol-5-yl)prop-2-enoic acid ethyl ester